((3R,6R)-1-methyl-6-(trifluoromethyl)piperidin-3-yl)-8-azabicyclo[3.2.1]octane-3-carboxamide CN1C[C@@H](CC[C@@H]1C(F)(F)F)C12CC(CC(CC1)N2)C(=O)N